ClC=1C=CC=2C(=C3N(C2C1C=1C(=NC=NC1C)C)CCCN(C3=O)C3=C1C=CC=NC1=C(C=C3)C(=O)O)CCCOC3=CC(=C(C(=C3)C)Cl)C 5-[8-Chloro-11-[3-(4-chloro-3,5-dimethyl-phenoxy)propyl]-7-(4,6-dimethylpyrimidin-5-yl)-1-oxo-4,5-dihydro-3H-[1,4]diazepino[1,2-a]indol-2-yl]quinoline-8-carboxylic Acid